OC(CN1N=CC(=C1)C1=NC(=NC=C1C(F)(F)F)NC1CCN(CC1)S(=O)(=O)CCCN1CC(N(CC1)C)=O)(C)C 4-(3-((4-((4-(1-(2-Hydroxy-2-methylpropyl)-1H-pyrazol-4-yl)-5-(trifluoromethyl)pyrimidin-2-yl)amino)piperidin-1-yl)sulfonyl)propyl)-1-methylpiperazin-2-one